4-aminomethyl-1-(2-methoxyacetyl)piperidine NCC1CCN(CC1)C(COC)=O